(E)-N-((2S,3R)-1-hydroxy-3-methylpentan-2-yl)-3-(4-methoxyphenyl)acrylamide OC[C@H]([C@@H](CC)C)NC(\C=C\C1=CC=C(C=C1)OC)=O